2-hydroxy-2-methyl-pentanal OC(C=O)(CCC)C